2-((3,5-dicyano-4-ethyl-6-(3-methoxyazetidin-1-yl)pyridin-2-yl)thio)-2-phenylacetamide C(#N)C=1C(=NC(=C(C1CC)C#N)N1CC(C1)OC)SC(C(=O)N)C1=CC=CC=C1